NN.N1=NC=NN=C1 [1,2,4,5]Tetrazine hydrazine salt